C1(CC1)(C1CC1)C(=O)N1CCC(CC1)(O)CN1C(NC2=C(C1)C=C(N2C2=CC=C(C=C2)[C@@H]2NCC(OC2)(C)C)Cl)=O (S)-3-((1-([1,1'-Bi(cyclopropane)]-1-carbonyl)-4-hydroxypiperidin-4-yl)methyl)-6-chloro-7-(4-(6,6-dimethylmorpholin-3-yl)phenyl)-3,7-dihydro-4H-pyrrolo[2,3-d]pyrimidineone